4-(trifluoromethyl)-1,3-benzoxathiolan FC(C1=CC=CC2=C1SCO2)(F)F